C(CC)OCCCCOC(C(=C)C)=O Propoxybutylmethacrylat